FC1=C(C=C(C=C1)NC(=O)C1=C(N(C(=C1C)C(C(NC1CCN(CC1)C1=NC=CC=N1)=O)=O)C)C)C N-(4-fluoro-3-methylphenyl)-1,2,4-trimethyl-5-(2-oxo-2-((1-(pyrimidin-2-yl)piperidin-4-yl)amino)acetyl)-1H-pyrrole-3-carboxamide